C(C1=CC=CC=C1)OC(NCCCC[C@@H](C(=O)N(CC1=CC=C(C=C1)OC)CC1=CC=C(C=C1)OC)NC(=O)OC(C)(C)C)=O benzyl{(5S)-6-[bis(4-methoxybenzyl)amino]-5-[(tert-butoxycarbonyl)amino]-6-oxohexyl}carbamate